tert-Butyl 5-(ethylcarbamoyl)-3,6-dihydropyridine-1(2H)-carboxylate C(C)NC(=O)C1=CCCN(C1)C(=O)OC(C)(C)C